ClC1=CC2=C(C=N1)C=C(N2COCC[Si](C)(C)C)S(=O)(=O)CCC(=O)OC methyl 3-((6-chloro-1-((2-(trimethylsilyl)ethoxy)methyl)-1H-pyrrolo[3,2-c]pyridin-2-yl)sulfonyl)propanoate